BrC=1C=NC=2N(C1)N=CC2I 6-bromo-3-iodo-pyrazolo[1,5-A]pyrimidine